FS(C(CBr)C)(F)(F)(F)F 2-pentafluorosulfanylpropyl bromide